3-(1-naphthyl)-1-cyclopentylcarbonyl-thiourea C1(=CC=CC2=CC=CC=C12)NC(NC(=O)C1CCCC1)=S